4-(1-((1s,3s)-3-Amino-3-methylcyclobutyl)-1H-pyrazol-4-yl)-N-(1-(isopropylsulfonyl)piperidin-4-yl)-5-(trifluoromethyl)pyrimidin-2-amine NC1(CC(C1)N1N=CC(=C1)C1=NC(=NC=C1C(F)(F)F)NC1CCN(CC1)S(=O)(=O)C(C)C)C